C1(CCCCC1)C1=CC=C(C=C1)NC=1C2=C(N=C(N1)N1CSCC1)C(N(C2)C(C)C)=O 4-[(4-cyclohexylphenyl)amino]-6-(prop-2-yl)-2-(1,3-thiazolidin-3-yl)-5,6-dihydro-7H-pyrrolo[3,4-d]pyrimidin-7-one